ClC1=CC=C(C=C1)C1C2(C3=CC=CC=C3C1)CCC1(CC2)OCCO1 2''-(4-chlorophenyl)-2'',3''-dihydrodispiro[[1,3]dioxolane-2,1'-cyclohexane-4',1''-indene]